(1S,2S)-N-(6-(((6-cyclopropylimidazo[1,2-a]pyrimidin-2-yl)methyl)(methyl)amino)-2-methylpyrimidin-4-yl)-2-(4-methylpyrimidin-2-yl)cyclopropane-1-carboxamide C1(CC1)C=1C=NC=2N(C1)C=C(N2)CN(C2=CC(=NC(=N2)C)NC(=O)[C@@H]2[C@H](C2)C2=NC=CC(=N2)C)C